BrC=1C=C(C(=NC1)N1CC(C1)N1CCCCC1)N 5-Bromo-2-(3-(piperidin-1-yl)azetidin-1-yl)pyridin-3-amine